N[C@H]1CN(C[C@@H](C1)C(F)(F)F)C(=O)C1=CC2=C(N(C(=N2)C2=CC=3C=4N2CCN(C4C=CC3)CCCO)C)C(=C1)OC ((3R,5R)-3-amino-5-(trifluoromethyl)piperidin-1-yl)(2-(1-(3-hydroxypropyl)-2,3-dihydro-1H-pyrrolo[1,2,3-de]quinoxalin-5-yl)-7-methoxy-1-methyl-1H-benzo[d]imidazol-5-yl)methanone